[N+](=O)([O-])C=1C=C2C(C(NC2=CC1)=O)=C(NC1=CC=CC=C1)OC 5-nitro-3-(methoxy-phenylamino-methylene)-1,3-dihydro-indol-2-one